BrCCOC1=C(C=C(C=C1)Cl)C=1C=2N(N=C(C1)C)C(=CC2)C(=O)OC methyl 4-[2-(2-bromanylethoxy)-5-chloranyl-phenyl]-2-methyl-pyrrolo[1,2-b]pyridazine-7-carboxylate